(S)-8-pentadeuteroethyl-6-(trifluoromethoxy)-2-(trifluoromethyl)-2H-chromene-3-carboxylic acid [2H]C(C([2H])([2H])[2H])(C=1C=C(C=C2C=C([C@H](OC12)C(F)(F)F)C(=O)O)OC(F)(F)F)[2H]